ClC1=C(C=C(C=C1)C1=NN(C=C1)C)CNC1=NN2C(NC(=CC2=O)CCC2=CC=CC=C2)=N1 2-[[2-chloro-5-(1-methylpyrazol-3-yl)phenyl]methylamino]-5-(2-phenylethyl)-4H-[1,2,4]triazolo[1,5-a]pyrimidin-7-one